(3S,6S)-3-Benzyl-piperazin-2,5-dion C(C1=CC=CC=C1)[C@H]1C(NCC(N1)=O)=O